5,7-dichloro-8-fluoro-2-(methylsulfonyl)pyrido[4,3-d]pyrimidin-4(3H)-one ClC1=NC(=C(C=2N=C(NC(C21)=O)S(=O)(=O)C)F)Cl